[I-].FC(CC[Zn+])(F)F (3,3,3-Trifluoropropyl)zinc (II) iodide